CN(C)CC=1NC2=CC=CC=C2C1[C@H]1NC(C=2C=C3C=CNC3=CC21)=O (S)-7-(2-dimethylaminomethyl-1H-indol-3-yl)-6,7-dihydro-1H-pyrrolo[3,4-f]indol-5-one